bis(4-(9H-carbazolyl)-phenyl)methanone C1(=CC=CC=2C3=CC=CC=C3NC12)C1=CC=C(C=C1)C(=O)C1=CC=C(C=C1)C1=CC=CC=2C3=CC=CC=C3NC12